5,6-Dichloro-N-[4-[4-[[2-(4-chlorophenyl)-4,4-dimethylcyclohexen-1-yl]methyl]piperazin-1-yl]-2-(1H-pyrrolo[2,3-b]pyridin-5-yloxy)phenyl]sulfonylpyridine-2-carboxamide ClC=1C=CC(=NC1Cl)C(=O)NS(=O)(=O)C1=C(C=C(C=C1)N1CCN(CC1)CC1=C(CC(CC1)(C)C)C1=CC=C(C=C1)Cl)OC=1C=C2C(=NC1)NC=C2